C(CCCCCCCCCCCCC)(=O)OC(CCCCCCCCCCCCCCCCCCC)=O arachidoyl myristate